D-erythrose 4-phosphate P(=O)(O)(O)OC[C@H]([C@H](C=O)O)O